tert-Butyl 4-[4-(7-methyl-5,8-dihydrooxepino[3,2-f]benzofuran-2-yl)benzoyl]piperazine-1-carboxylate CC1=CCC=2C(=CC3=C(C=C(O3)C3=CC=C(C(=O)N4CCN(CC4)C(=O)OC(C)(C)C)C=C3)C2)OC1